OC=1C=C2CC[C@@H]([C@@H](C2=CC1)C1=CC=C(C=C1)N1CCC(CC1)N1CCN(CC1)CC=1C=C(C=CC1)N1C(NC(CC1)=O)=O)C1=CC=CC=C1 1-(3-((4-(1-(4-((1R,2S)-6-hydroxy-2-phenyl-1,2,3,4-tetrahydronaphthalen-1-yl)phenyl)piperidin-4-yl)piperazin-1-yl)methyl)phenyl)dihydropyrimidine-2,4(1H,3H)-dione